[Br].C(CCCCCCC)N1CN(C=C1)C 1-octyl-3-methylimidazole bromine salt